N-(6-(5-(((1R,5S,7s)-3-oxa-9-azabicyclo[3.3.1]nonan-7-yl)oxy)-2-methylpyridin-4-yl)imidazo[1,2-a]pyrazin-2-yl)cyclopropanecarboxamide [C@H]12COC[C@H](CC(C1)OC=1C(=CC(=NC1)C)C=1N=CC=3N(C1)C=C(N3)NC(=O)C3CC3)N2